ClC=1C=CC(=C(C1)C=1C=C(C=2OCCNC2N1)NC1=C(C=NC=C1)C(=O)NCCN(C)C)F 4-{[6-(5-chloro-2-fluorophenyl)-2h,3h,4h-pyrido[3,2-b][1,4]oxazin-8-yl]amino}-N-[2-(dimethylamino)ethyl]pyridine-3-carboxamide